3-(dibenzo[b,d]furan-4-yl)-3-hydroxyisoindoline-1-one C1=CC=C(C=2OC3=C(C21)C=CC=C3)C3(NC(C2=CC=CC=C32)=O)O